5,5'-Dithio-bis(2-nitrobenzoic acid) [N+](=O)([O-])C1=C(C(=O)O)C=C(C=C1)SSC=1C=CC(=C(C(=O)O)C1)[N+](=O)[O-]